OC=1C=C(C2=CC=CC=C2C1)C1=CC=C2C(=NC(=NC2=C1)OC[C@H]1N(CCC1)C)N1[C@H]2CN(C[C@@H]1CC2)C(CC#N)=O 3-((1R,5S)-8-(7-(3-hydroxynaphthalen-1-yl)-2-(((S)-1-methylpyrrolidin-2-yl)methoxy)quinazolin-4-yl)-3,8-diazabicyclo[3.2.1]octan-3-yl)-3-oxopropanenitrile